FC1(CCN(CC1)CCF)C(=O)NC=1N=CC2=CC=C(C=C2C1)C=1N=NN(C1)C 4-fluoro-1-(2-fluoroethyl)-N-(6-(1-methyl-1H-1,2,3-triazol-4-yl)isoquinolin-3-yl)piperidine-4-carboxamide